1-(4-fluorophenyl)-N-hydroxycyclopropane-1-carboxamidine FC1=CC=C(C=C1)C1(CC1)C(=N)NO